1-(4-((4-(1-(4-(1-acetyl-4-((4-chlorophenyl)amino)-2-methyl-1,2,3,4-tetrahydroquinolin-6-yl)phenyl)piperidin-4-yl)piperazin-1-yl)methyl)pyridin-3-yl)dihydropyrimidine-2,4(1H,3H)-dione C(C)(=O)N1C(CC(C2=CC(=CC=C12)C1=CC=C(C=C1)N1CCC(CC1)N1CCN(CC1)CC1=C(C=NC=C1)N1C(NC(CC1)=O)=O)NC1=CC=C(C=C1)Cl)C